C(C)(=O)NC1=CC(=C(C=N1)B(O)O)NC1=NC(=NC(=C1)C)C(C)(F)F (6-Acetamido-4-((2-(1,1-difluoroethyl)-6-methylpyrimidin-4-yl)amino)pyridin-3-yl)boronic acid